C(C)(=O)N1CC(CC1)(C(=O)OC)NC(=O)OC(C)(C)C methyl 1-acetyl-3-{[(tert-butoxy)carbonyl]amino}pyrrolidine-3-carboxylate